C(C=C)(=O)N1C[C@@H](CCC1)N1C(N(C=2C=NC=CC21)C2=CC=C(C=C2)OC2=CC(=CC=C2)OC(C)C)=O (R)-1-(1-acryloylpiperidin-3-yl)-3-(4-(3-isopropoxyphenoxy)phenyl)-1H-imidazo[4,5-c]pyridin-2(3H)-one